[Si](C)(C)(C(C)(C)C)OCN1C(C(NC2=CC=CC(=C12)F)C)=O ((tert-butyldimethylsilyloxy)methyl)-8-fluoro-3-methyl-1,2,3,4-tetrahydroquinoxalin-2-one